N1C=NC(=C1)COC1=C(C=CC=C1)C=1C(=NC=CC1)OC 3-(2-((1H-imidazol-4-yl)methoxy)phenyl)-2-methoxypyridine